N-((5-fluoro-2,3-dihydrobenzofuran-4-yl)methyl)-1-iodo-8-phenylimidazo[1,5-c]pyrimidin-5-amine FC=1C=CC2=C(CCO2)C1CNC1=NC=C(C=2N1C=NC2I)C2=CC=CC=C2